C1(CC1)S(=O)(=O)N1N=CC(=C1)C1=NC=CC(=N1)C1(C=C(C(=CN1)C1=NC=C(C=C1)C(C)(C)F)NC1CCC(CC1)F)N 6'-(2-(1-(Cyclopropylsulfonyl)-1H-pyrazol-4-yl)pyrimidin-4-yl)-N4'-((1s,4s)-4-fluorocyclohexyl)-5-(2-fluoropropan-2-yl)-[2,3'-bipyridine]-4',6'-diamine